2-(difluorohydroxymethyl)-2,4-bis(1,1,2,2-tetrafluoroethyl)-4,5,5-trifluoro-1,3-dioxolane potassium salt [K].FC(C1(OC(C(O1)(F)C(C(F)F)(F)F)(F)F)C(C(F)F)(F)F)(O)F